C1=C(C=CC2=CC=CC=C12)C=C=C 2-naphthyl-allene